BrC1=C(C=CC=C1)C=C 1-bromo-2-vinylbenzene